N=1N=CN2C1C=CC(=C2)C2=CNC=1N=C(N=CC12)NC1CCC(CC1)N1C(CCC1)=O 1-((1s,4s)-4-((5-([1,2,4]triazolo[4,3-a]pyridin-6-yl)-7H-pyrrolo[2,3-d]pyrimidin-2-yl)amino)cyclohexyl)pyrrolidin-2-one